Ethyl (E)-4-[4-(7-Chloro-2-hydroxy-10,11-dihydro-dibenzo[b,f]azepin-5-yl)-butylamino]-but-2-enoate ClC1=CC2=C(CCC3=C(N2CCCCNC/C=C/C(=O)OCC)C=CC(=C3)O)C=C1